2-methyl-6-[1-(2,2,3,3,3-pentafluoropropyl)-1H-pyrazol-4-yl]-1-(1H-pyrazol-4-yl)-7-(trifluoromethyl)-1H,5H-imidazo[1,2-a]pyrimidin-5-one CC=1N(C=2N(C(C(=C(N2)C(F)(F)F)C=2C=NN(C2)CC(C(F)(F)F)(F)F)=O)C1)C=1C=NNC1